o-aminoacetanilide CC(=O)NC1=CC=CC=C1N